FC(C=1C(=NNC1)C[C@@H](C)C=1C=C(N)C=CC1)(F)F 3-[(2R)-1-[4-(trifluoromethyl)-1H-pyrazol-3-yl]propan-2-yl]aniline